S1C=CC2=C1C(OCC21CCCC1)CN (5'h,7'h-spiro[cyclopentane-1,4'-thieno[2,3-c]pyran]-7'-yl)methylamine